nonadecyl ether sulfate S(=O)(=O)(O)O.C(CCCCCCCCCCCCCCCCCC)OCCCCCCCCCCCCCCCCCCC